2-[[1-Benzyl-5-(4-Chlorophenyl)pyrazol-3-yl]methoxy]-2-methyl-propanoic acid C(C1=CC=CC=C1)N1N=C(C=C1C1=CC=C(C=C1)Cl)COC(C(=O)O)(C)C